Butyloctan C(CCC)CCCCCCCC